[Cu].ClC=1C(=NC=CC1)Cl dichloropyridine copper